methyl (7S)-2-benzyl-7-methyl-3-[(trans)-4-carbamoylcyclohexyl]-3H,6H,7H,8H,9H-imidazo[4,5-f]quinoline-6-carboxylate C(C1=CC=CC=C1)C=1N(C=2C(=C3CC[C@@H](N(C3=CC2)C(=O)OC)C)N1)[C@@H]1CC[C@H](CC1)C(N)=O